1-(1-(4,6-difluoro-1-methyl-1H-benzo[d]imidazol-2-yl)-2,2,2-trifluoroethyl)-3-(2-(3-hydroxyazetidin-1-yl)pyrimidin-5-yl)urea FC1=CC(=CC=2N(C(=NC21)C(C(F)(F)F)NC(=O)NC=2C=NC(=NC2)N2CC(C2)O)C)F